S(=O)(=O)(O)O.C(C)N(C(=N)N)CC 1,1-diethylguanidine sulfate